OC1(CC(C1)C(=O)N1CC2(C1)C[C@@H](CC2)C2=C(C=CC(=C2)C(F)(F)F)C)C |r| (rac)-((1s,3s)-3-hydroxy-3-methylcyclobutyl)(6-(2-methyl-5-(trifluoromethyl)Phenyl)-2-azaspiro[3.4]Oct-2-yl)methanone